1-(4-chloro-2-(methylthio)-7-oxo-7,8-dihydropyrido[2,3-d]pyrimidin-6-yl)cyclopropane-1-carbonitrile ClC=1C2=C(N=C(N1)SC)NC(C(=C2)C2(CC2)C#N)=O